(3S)-1-(carboxymethyl)-2-oxo-2,3,4,5-tetrahydro-1H-1-benzazepine C(=O)(O)CN1C(CCCC2=C1C=CC=C2)=O